tert-butyl-7-bromo-6-fluoro-3,4-dihydroisoquinoline C(C)(C)(C)C1=NCCC2=CC(=C(C=C12)Br)F